(S)-(3-(1-amino-1,3-dihydrospiro[inden-2,4'-piperidin]-1'-yl)-6-(3-(6-methoxy-1H-benzo[d]imidazol-1-yl)prop-1-yn-1-yl)pyrazin-2-yl)methanol N[C@@H]1C2=CC=CC=C2CC12CCN(CC2)C=2C(=NC(=CN2)C#CCN2C=NC1=C2C=C(C=C1)OC)CO